methyl 2,3-dimethyl-4-hydroxybenzoate CC1=C(C(=O)OC)C=CC(=C1C)O